dimethylsilylbis(tetramethylcyclopentadienyl)zirconium C[SiH](C)[Zr](C1(C(=C(C(=C1)C)C)C)C)C1(C(=C(C(=C1)C)C)C)C